2-methyl-3-((R)-tetrahydrofuran-2-yl)cyclopropane-1-carboxamide CC1C(C1[C@@H]1OCCC1)C(=O)N